1-(2-(8-(Cyclopropylmethyl)-1,4-dioxaspiro[4.5]decan-8-yl)ethyl)-5-methyl-1H-1,2,4-triazole C1(CC1)CC1(CCC2(OCCO2)CC1)CCN1N=CN=C1C